2-Bromo-N-(2,6-diisopropylphenyl)-3-fluoro-6-nitroaniline BrC1=C(NC2=C(C=CC=C2C(C)C)C(C)C)C(=CC=C1F)[N+](=O)[O-]